C1(CCCC1)N1[C@@H](C(N(C=2C=NC(=NC12)NC1=C(C=C(C(=O)NCCOCCCCOC2CCN(CC2)C(=O)OC(C)(C)C)C=C1)OC)C)=O)CC tert-butyl 4-[4-[2-[[4-[[(7R)-8-cyclopentyl-7-ethyl-5-methyl-6-oxo-7H-pteridin-2-yl]amino]-3-methoxy-benzoyl]amino]ethoxy]butoxy]piperidine-1-carboxylate